FC1=C(C(=C2C=CNC2=C1)S(=O)(=O)C)OC=1C=C(C=CC1)C1=NN(C=N1)CC=1C=C(C=CC1)CCC(=O)O 3-(3-((3-(3-((6-fluoro-4-(methylsulfonyl)-1H-indol-5-yl)oxy)phenyl)-1H-1,2,4-triazol-1-yl)methyl)phenyl)propanoic acid